4-(2-fluoro-4-nitrophenoxy)-3-iodo-1H-pyrrolo[2,3-b]pyridine FC1=C(OC2=C3C(=NC=C2)NC=C3I)C=CC(=C1)[N+](=O)[O-]